COC(C1=C(N=C(C=C1)C1=CC(=CC=C1)F)C)=O 6-(3-fluoro-phenyl)-2-methyl-nicotinic acid methyl ester